2-chloro-4-[(3-fluoro-4-methoxyphenyl)methyl]pyridine ClC1=NC=CC(=C1)CC1=CC(=C(C=C1)OC)F